4-(6-(4-aminothiophene-2-yl)pyrazin-2-yl)-2-methoxy-N-methyl-N-(1-methylpiperidin-4-yl)benzenesulfonamide NC=1C=C(SC1)C1=CN=CC(=N1)C1=CC(=C(C=C1)S(=O)(=O)N(C1CCN(CC1)C)C)OC